N-[1-[5-bromo-2-[5-(difluoromethoxy)-2-pyridyl]-1,2,4-triazol-3-yl]ethyl]-3-(1-cyano-1-methyl-ethyl)-5-(trifluoromethyl)benzamide BrC=1N=C(N(N1)C1=NC=C(C=C1)OC(F)F)C(C)NC(C1=CC(=CC(=C1)C(F)(F)F)C(C)(C)C#N)=O